ClC1=NC=2CCCCC2C(=N1)C(=O)N[C@@H]1CC[C@H](CC1)C(NC)=O 2-chloro-N-[(trans)-4-(methylcarbamoyl)cyclohexyl]-5,6,7,8-tetrahydroquinazoline-4-carboxamide